Cl.ClC(=C1CCNCC1)Cl 4-(dichloromethylene)piperidine hydrogen chloride